7-cyano-4-methoxyquinoline 1-oxide C(#N)C1=CC=C2C(=CC=[N+](C2=C1)[O-])OC